4-amino-5-(6-(4-methylpiperazin-1-yl)-1H-benzo[d]-imidazol-2-yl)thieno[2,3-b]pyridin-6(7H)-one NC=1C2=C(NC(C1C1=NC3=C(N1)C=C(C=C3)N3CCN(CC3)C)=O)SC=C2